OC(C)(CC)O 2,2-dihydroxybutane